(2-{[3-(5-fluoropyridin-2-yl)-1H-pyrazol-1-yl]methyl}-1,3-oxazinan-3-yl)[5-methyl-2-(2H-1,2,3-triazol-2-yl)phenyl]methanone FC=1C=CC(=NC1)C1=NN(C=C1)CC1OCCCN1C(=O)C1=C(C=CC(=C1)C)N1N=CC=N1